2,10-dimethoxy-dibenzo[c,e]oxepin-5(7H)-thione COC1=CC2=C(C(OCC3=C2C=C(C=C3)OC)=S)C=C1